p-fluorobenzylthiobipyridyl methyl-{3-[4-methoxycarbonyl-4-(N-phenylpropanamido)piperidino]propanoate} COC(CCN1CCC(CC1)(N(C(CC)=O)C1=CC=CC=C1)C(=O)OC)=O.FC1=C(C(=NC=C1)C1=NC=CC=C1)SCC1=CC=CC=C1